C=C1OCC2=CC=CC=C12 3-methyleneisobenzofuran